2-(methylsulfanyl)-4,5-dihydro-1H-imidazole CSC=1NCCN1